5-{6-[2-(6-Fluoro-4-methoxy-2-methyl-indol-1-yl)-ethylamino]-pyrimidin-4-yl}-3-propoxy-thiophen FC1=CC(=C2C=C(N(C2=C1)CCNC1=CC(=NC=N1)C1=CC(=CS1)OCCC)C)OC